6-(2,6-dichlorophenyl)-2-[(4-{[2-(dimethylamino)ethyl](methyl)amino}phenyl)amino]-5-ethynyl-8-methylpyrido[2,3-d]pyrimidin-7-one ClC1=C(C(=CC=C1)Cl)C1=C(C2=C(N=C(N=C2)NC2=CC=C(C=C2)N(C)CCN(C)C)N(C1=O)C)C#C